[C@@H]1([C@@H](O)[C@H](O)[C@H](O)[C@@H](O1)C)O[C@H]1[C@H]([C@@H](O[C@H]([C@@H]1O)C)O[C@@H]([C@H](C=O)O)[C@@H](O)[C@@H](O)C)O α-L-Fucopyranosyl-(1→3)-α-L-rhamnopyranosyl-(1→3)-L-rhamnose